O[Rh] hydroxyrhodium (I)